2-(3-isopropyl-6-methyl-7-oxabicyclo[4.1.0]hept-2-yl)-5-pentyl-1,3-benzenediacetate C(C)(C)C1C(C2OC2(CC1)C)C1=C(C=C(C=C1CC(=O)[O-])CCCCC)CC(=O)[O-]